Cl.NC12CCC(CC1)(CC2)C(=O)OC methyl 4-amino-bicyclo[2.2.2]octane-1-carboxylate hydrochloride